Cadmium Tellurid [Te-2].[Cd+2]